3,5-dimethyl-1-hexynol CC(C#CO)CC(C)C